O1C(NN=C1)=O 1,3,4-oxadiazol-2-one